FC(OC=1C(=CC2=C(NCCO2)C1)C1=NN(C=C1NC(=O)C=1C=NN2C1N=CC=C2)CC(N2CCCCC2)=O)F N-[3-[6-(difluoromethoxy)-3,4-dihydro-2H-1,4-benzoxazin-7-yl]-1-[2-oxo-2-(piperidin-1-yl)ethyl]-1H-pyrazol-4-yl]pyrazolo[1,5-a]pyrimidine-3-carboxamide